7-((3R,4R)-4-(3,4-dihydroisoquinolin-2(1H)-yl)-3-hydroxypiperidine-1-carbonyl)-4,4-dimethyl-3,4-dihydroquinolin-2(1H)-one C1N(CCC2=CC=CC=C12)[C@H]1[C@@H](CN(CC1)C(=O)C1=CC=C2C(CC(NC2=C1)=O)(C)C)O